N1,N1,4-trimethyl-5-(4-(4-methylpiperazin-1-yl)piperidin-1-yl)benzene-1,2-diamine CN(C=1C(=CC(=C(C1)N1CCC(CC1)N1CCN(CC1)C)C)N)C